phosphopantothenate P(=O)(O)(O)O[C@@H](C(NCCC(=O)[O-])=O)C(C)(C)CO